NCCNCCN1CCNCC1 [2-[(2-aminoethyl)amino]ethyl]Piperazine